benzyl 3-[1-[3-[1,3-benzodioxol-5-yl(methyl)carbamoyl]phenyl]-3-(trifluoromethyl)-6,7-dihydro-4H-pyrazolo[4,3-c]pyridin-5-yl]cyclobutanecarboxylate O1COC2=C1C=CC(=C2)N(C(=O)C=2C=C(C=CC2)N2N=C(C=1CN(CCC12)C1CC(C1)C(=O)OCC1=CC=CC=C1)C(F)(F)F)C